FC1=C(C=C(C=C1)F)C1COCCN1C1=NC=2N(C=C1)N=CC2C(=O)N 5-(3-(2,5-difluorophenyl)morpholino)pyrazolo[1,5-a]pyrimidine-3-carboxamide